7-(4-fluorophenyl)-6-methyl-2-sulfanyl-3H-imidazo[2,1-f][1,2,4]triazin-4-one FC1=CC=C(C=C1)C1=C(N=C2C(NC(=NN21)S)=O)C